(3aR,5s,6aS)-N-[6-(2-chloro-5-fluoro-phenyl)pyridazin-3-yl]-2-[(3-methyl-2-pyridyl)methyl]-3,3a,4,5,6,6a-hexahydro-1H-cyclopenta[c]pyrrol-5-amine ClC1=C(C=C(C=C1)F)C1=CC=C(N=N1)NC1C[C@@H]2[C@@H](CN(C2)CC2=NC=CC=C2C)C1